N-ethyl-5-fluoro-2-((5-(2-((R)-6-(((S)-2-hydroxy-3-methoxypropyl)(methyl)amino)-2-methylhex-3-yl)-2,6-diazaspiro[3.4]oct-6-yl)-1,2,4-triazin-6-yl)oxy)-N-isopropylbenzamide formate C(=O)O.C(C)N(C(C1=C(C=CC(=C1)F)OC1=C(N=CN=N1)N1CC2(CN(C2)[C@@H](C(C)C)CCCN(C)C[C@@H](COC)O)CC1)=O)C(C)C